C1(CC1)[C@]1(C(N(C[C@H]1C)C=1C=2N(C=C(N1)C=1NC=CN1)N=CC2)=O)C#N (3R,4S)-3-cyclopropyl-1-[6-(1H-imidazol-2-yl)pyrazolo[1,5-a]pyrazin-4-yl]-4-methyl-2-oxopyrrolidine-3-carbonitrile